(1S,3S)-3-((5-(5-((((2-cyclopropyl-ethoxy)carbonyl)amino)methyl)-1-methyl-1H-1,2,3-triazol-4-yl)-3-methylpyrazin-2-yl)oxy)cyclohexane-1-carboxylic acid C1(CC1)CCOC(=O)NCC1=C(N=NN1C)C=1N=C(C(=NC1)O[C@@H]1C[C@H](CCC1)C(=O)O)C